C(#N)C1=C(C(C23C(C=CC=C3C=C3C=CC=CC3=C2)=C1)=O)C#N dicyano-1H-benzo[d]anthracene-1-one